N1N=CC(=C1)C1=CC=C(C=C1)NC1=NC(=NC=C1)C1=CC=C2C=C(NC2=C1)C(=O)NC1CN(CC1)C 6-(4-((4-(1H-pyrazol-4-yl)phenyl)amino)pyrimidin-2-yl)-N-(1-methyl-pyrrolidin-3-yl)-1H-indole-2-carboxamide